N-((3R,4R)-3-fluoro-1-(oxetan-3-yl)piperidin-4-yl)-5-(1-(2-fluoroethyl)-2-methyl-1H-benzo[d]imidazol-6-yl)-4-methoxypyrrolo[2,1-f][1,2,4]triazin-2-amine F[C@@H]1CN(CC[C@H]1NC1=NN2C(C(=N1)OC)=C(C=C2)C=2C=CC1=C(N(C(=N1)C)CCF)C2)C2COC2